COC(=O)N1CC2=CC(=CC=C2C[C@H]1C(=O)OC)Br (S)-7-bromo-3,4-dihydroisoquinoline-2,3(1H)-dicarboxylic acid dimethyl ester